(l)-4-hydroxybenzaldehyde OC1=CC=C(C=O)C=C1